N-(2,2-dimethylcyclopentyl)-4-(1H-imidazol-1-yl)picolinamide CC1(C(CCC1)NC(C1=NC=CC(=C1)N1C=NC=C1)=O)C